bis-erucic acid amide C(CCCCCCCCCCC\C=C/CCCCCCCC)(=O)N.C(CCCCCCCCCCC\C=C/CCCCCCCC)(=O)N